ClC1=CC=C(C=C1)[C@@H](C(=O)N1CCC(CC1)C1=CC(=CC=C1)C=1C=NC(=CC1)CO)N(C)C (S)-2-(p-chlorophenyl)-2-(dimethylamino)-1-(4-{m-[6-(hydroxymethyl)-3-pyridyl]phenyl}-1-piperidyl)-1-ethanone